N1(N=CN=C1)S(=O)(=O)C1=CC=C(C(=O)NC2=CC=C(C=C2)C2=C(C=CC=C2)OC(F)(F)F)C=C1 4-((1H-1,2,4-triazol-1-yl)sulfonyl)-N-(2'-(trifluoromethoxy)-[1,1'-biphenyl]-4-yl)-benzamide